C(C1=CC=CC=C1)OC=1C(=C(C(=O)O)C(=CC1)F)I 3-(benzyloxy)-6-fluoro-2-iodobenzoic acid